O1C=C(C=C1)C1=NN=C(O1)C1CCN(CC1)C(CN1N=CN=N1)=O 1-(4-(5-(furan-3-yl)-1,3,4-oxadiazol-2-yl)piperidin-1-yl)-2-(2H-tetrazol-2-yl)ethan-1-one